(2S)-2-((R)-4,4-difluoro-3-(6-oxo-1,6-dihydropyridin-3-yl)piperidin-1-yl)-N-(5-(3,5-difluorophenyl)-6,7-dihydro-5H-pyrrolo[1,2-a]imidazol-2-yl)propanamide FC1([C@@H](CN(CC1)[C@H](C(=O)NC=1N=C2N(C1)C(CC2)C2=CC(=CC(=C2)F)F)C)C2=CNC(C=C2)=O)F